3-(5-(((1S,2S)-2-((4,4-difluorocyclohexyl)amino)cyclohexyl)(methyl)amino)-4-hydroxy-1-oxoisoindolin-2-yl)piperidine-2,6-dione FC1(CCC(CC1)N[C@@H]1[C@H](CCCC1)N(C=1C(=C2CN(C(C2=CC1)=O)C1C(NC(CC1)=O)=O)O)C)F